tert-butyl N-[[1-[4-(pentafluoro-λ6-sulfanyl)phenyl]indazol-3-yl]methyl]carbamate FS(C1=CC=C(C=C1)N1N=C(C2=CC=CC=C12)CNC(OC(C)(C)C)=O)(F)(F)(F)F